4-(3-(6-chloro-[1,2,4]triazolo[4,3-b]pyridazin-3-yl)propionylamino)piperidine-1-carboxylic acid tert-butyl ester C(C)(C)(C)OC(=O)N1CCC(CC1)NC(CCC1=NN=C2N1N=C(C=C2)Cl)=O